C(C)OC(=O)OCOC(=O)C1C2CCC(C1)CC2 bicyclo[2.2.2]octane-2-carboxylic acid ethoxycarbonyloxymethyl ester